Cl.NCC1=CC=C(S1)C(CSC1=C2C(=NC(=N1)C(F)(F)F)N(N=C2)CCOC)=O 1-(5-(aminomethyl)thiophen-2-yl)-2-((1-(2-methoxyethyl)-6-(trifluoromethyl)-1H-pyrazolo[3,4-d]pyrimidin-4-yl)thio)ethan-1-one hydrochloride